C(C=C)C1NCCC2=CC(=CC=C12)NC1=NC=C(C(=N1)C=1C=NN(C1)C(C)C)C allyl-N-(4-(1-isopropyl-1H-pyrazol-4-yl)5-methylpyrimidin-2-yl)-1,2,3,4-tetrahydroisoquinolin-6-amine